BrC=1C(=CC=C2C3=C(NC12)CCCCC3)F 4-bromo-3-fluoro-5,6,7,8,9,10-hexahydrocyclohepta[b]indole